BrC1=C(N)C(=CC(=C1)Cl)F 2-bromo-4-chloro-6-fluoroaniline